C(=O)C=1C(=CC(=C2C(C(=C(OC12)C)CC(=O)NCCOC)=O)OC)O 2-(8-formyl-7-hydroxy-5-methoxy-2-methyl-4-oxo-4H-chromen-3-yl)-N-(2-methoxyethyl)acetamide